4-ethoxycinnamic acid p-tolyl ester C1(=CC=C(C=C1)OC(C=CC1=CC=C(C=C1)OCC)=O)C